C(C)OC(/C(=C/OC1OC(C(=C1)C)=O)/N1C=CC2=CC=CC=C12)=O.COC1=C(C=C(C=C1)CCC1=CC(=C(C=C1)OC)N)N 1,2-bis(4-methoxy-3-aminophenyl)ethane ethyl-(Z)-2-indol-1-yl-3-[(4-methyl-5-oxo-2H-furan-2-yl)oxy]prop-2-enoate